BrC=1C(=C(C(=NC1)OC)[N+](=O)[O-])CC(C(=O)OCC)=O ethyl 3-(5-bromo-2-methoxy-3-nitropyridin-4-yl)-2-oxopropanoate